CS(=O)(=O)C=1C=C(C(=O)O)C(=CN1)[N+](=O)[O-] 2-(Methylsulfonyl)-5-nitroisonicotinic acid